4',5,7-trihydroxy-isoflavone OC1=CC=C(C2=COC3=CC(=CC(=C3C2=O)O)O)C=C1